1-methyl-1H-pyrrolo[2,3-b]pyridine-4-carboxylic acid CN1C=CC2=C1N=CC=C2C(=O)O